2,5-dimethyl-4,5-dihydro-2H-pyrazolo[4,3-C]quinolin-6-amine CN1N=C2C(CN(C3=C(C=CC=C23)N)C)=C1